4-(5-amino-1-(tetrahydro-2H-pyran-4-yl)imidazo[1,5-c]pyrimidin-3-yl)-N-(4-(trifluoromethyl)pyridin-2-yl)benzamide NC1=NC=CC=2N1C(=NC2C2CCOCC2)C2=CC=C(C(=O)NC1=NC=CC(=C1)C(F)(F)F)C=C2